5-bromo-6-chloro-N-(3-(trifluoromethoxy)benzyl)nicotinamide BrC=1C(=NC=C(C(=O)NCC2=CC(=CC=C2)OC(F)(F)F)C1)Cl